CC(C)NC(=O)C1=NC=CC=C1 N-propan-2-ylpyridine-2-carboxamide